3-[[2-fluoro-3-(2-hydroxyethylsulfamoylamino)phenyl]methyl]-7-[(3-fluoro-2-pyridinyl)oxy]-4-methyl-chromen-2-one FC1=C(C=CC=C1NS(NCCO)(=O)=O)CC=1C(OC2=CC(=CC=C2C1C)OC1=NC=CC=C1F)=O